monoserine phosphate P(=O)(O)(O)OC[C@H](N)C(=O)O